(S)-4-(2,2-dimethyl-3-(tetrahydro-2H-pyran-4-yl)propanoyl)-N-hydroxy-3-phenyl-2,3,4,5-tetrahydrobenzo[f][1,4]oxazepine-8-carboxamide CC(C(=O)N1[C@H](COC2=C(C1)C=CC(=C2)C(=O)NO)C2=CC=CC=C2)(CC2CCOCC2)C